6-bromo-3,3-dimethyl-2-(methylsulfanyl)-3H-indole BrC1=CC=C2C(C(=NC2=C1)SC)(C)C